2-benzyloxy-5-chloro-phenol C(C1=CC=CC=C1)OC1=C(C=C(C=C1)Cl)O